2-iodofuro[3,2-c]pyridin IC1=CC=2C=NC=CC2O1